2-((6-chloropyrimidin-4-yl)amino)-4-((3-fluoropropyl)(4-(5,6,7,8-tetrahydro-1,8-naphthyridin-2-yl)butyl)amino)butanoic acid ClC1=CC(=NC=N1)NC(C(=O)O)CCN(CCCCC1=NC=2NCCCC2C=C1)CCCF